O1CCN(CC1)C1=NC(=C2C=C(C=NC2=C1)NS(=O)(=O)C)OC1CCC(CC1)NC1=NC=C(C=N1)CC=O N-[7-morpholino-5-[4-[[5-(2-oxoethyl)pyrimidin-2-yl]amino]cyclohexoxy]-1,6-naphthyridin-3-yl]methanesulfonamide